Cl.C(C)N(C(C(=O)N1C2=CC=CC=C2SC=2C=CC=CC12)C)CC 10-(α-diethylaminopropionyl)-phenothiazine hydrochloride